C1(CCCCC1)N1C(C(=CC2=C1N=C(N=C2)S(=O)C)C#N)=O 8-cyclohexyl-2-(methylsulfinyl)-7-oxo-7,8-dihydropyrido[2,3-d]pyrimidine-6-carbonitrile